1-Tert-butyl 4-[5-[3-(difluoromethyl)-4-[(5-morpholinopyrazolo[1,5-a]pyrimidine-3-carbonyl)amino]pyrazol-1-yl]pyrimidin-2-yl]piperazine-1-carboxylate FC(C1=NN(C=C1NC(=O)C=1C=NN2C1N=C(C=C2)N2CCOCC2)C=2C=NC(=NC2)N2CCN(CC2)C(=O)OC(C)(C)C)F